phenyl-pentane C1(=CC=CC=C1)CCCCC